2,3-diaminobutane NC(C)C(C)N